trans-methyl (S)-2-((1-(3-(4-(tert-butyl)cyclohexyl)-4-(pyrrolidin-3-yloxy)benzoyl)piperidin-4-yl)oxy)-4-(piperazin-1-yl)benzoate dihydrochloride Cl.Cl.C(C)(C)(C)[C@@H]1CC[C@H](CC1)C=1C=C(C(=O)N2CCC(CC2)OC2=C(C(=O)OC)C=CC(=C2)N2CCNCC2)C=CC1O[C@@H]1CNCC1